C(C)C1=C(C(=CC=C1)C)C1=NC=2CCCC(C2C(=C1)OC)NC1=C(C=CC(=C1)OC)C 2-(2-ethyl-6-methylphenyl)-4-methoxy-N-(5-methoxy-2-methylphenyl)-5,6,7,8-tetrahydroquinolin-5-amine